N\C(=C/C(=O)C1=CC=CC=C1)\C1=CC(=CC=C1)F (2Z)-3-amino-3-(3-fluorophenyl)-1-phenylprop-2-en-1-one